(±)-Ethyl-3-(6-bromo-9H-purin-9-yl)-4-hydroxytetrahydrothiophene-3-carboxylate C(C)OC(=O)C1(CSCC1O)N1C2=NC=NC(=C2N=C1)Br